N12[C@@H](CC(CC1)C2)CO ((2S)-1-azabicyclo[2.2.1]heptan-2-yl)methanol